NC1=C(C=C(C=2C(C3=CC=CC(=C3C(C12)=O)N)=O)Br)S(=O)(=O)O 1,8-diamino-4-bromoanthraquinone-2-sulfonic acid